FOC(C(C(F)(F)F)(C(F)(F)F)F)(F)F nonafluoroisobutyl hypofluorite